6-(6-(((1S,2S,3R,5R)-2-fluoro-8-azabicyclo[3.2.1]octan-3-yl)(methyl)amino)-1,2,4-triazin-3-yl)-7-hydroxy-2-methyl-4H-chromen-4-one F[C@H]1[C@@H]2CC[C@H](C[C@H]1N(C1=CN=C(N=N1)C=1C=C3C(C=C(OC3=CC1O)C)=O)C)N2